C1(CCCC1)N1C2=C(N(C(C(C1)(F)F)=O)C)C=NC(=N2)NN(N)C(C2=CC(=CC=C2)OC)=O ((9-cyclopentyl-7,7-difluoro-5-methyl-6-oxo-6,7,8,9-tetrahydro-5H-pyrimido[4,5-b][1,4]diazepin-2-yl)amino)-3-methoxybenzoyl-hydrazine